ethyl-2'-fluoro-4-propylterphenyl C(C)C1=C(C=CC(=C1)CCC)C=1C(CC=CC1)(C1=CC=CC=C1)F